N-hydroxy-4-(4-methoxy-3-methylbenzyl)-3-oxo-3,4-dihydro-2H-benzo[b][1,4]oxazine-6-carboxamide ONC(=O)C1=CC2=C(OCC(N2CC2=CC(=C(C=C2)OC)C)=O)C=C1